BrC=1N=C(N(N1)C)N1CCC(CC1)C(F)(F)F 1-(5-bromo-2-methyl-1,2,4-triazol-3-yl)-4-(trifluoromethyl)piperidine